4-Fluoro-N-(4-fluorophenyl)aniline Methyl-2-(3-(3-(cyclopropyl(4-(thiophen-2-yl)benzyl)carbamoyl)piperidin-1-yl)phenoxy)-2-methylpropanoate COC(C(C)(C)OC1=CC(=CC=C1)N1CC(CCC1)C(N(CC1=CC=C(C=C1)C=1SC=CC1)C1CC1)=O)=O.FC1=CC=C(NC2=CC=C(C=C2)F)C=C1